2-[[3-(2,5-Dioxopyrrolidin-1-yl)oxy-3-oxo-propyl]carbamoyl]-2-undecyl-tridecanedioic acid O=C1N(C(CC1)=O)OC(CCNC(=O)C(C(=O)O)(CCCCCCCCCCC(=O)O)CCCCCCCCCCC)=O